1-bromo-5-(10-bromodecyl)-2,3,4-trimethoxy-6-methylbenzene BrC1=C(C(=C(C(=C1C)CCCCCCCCCCBr)OC)OC)OC